(4-(1-(2,2-Difluoroethyl)-2-(trifluoromethyl)-1H-imidazo[4,5-c]pyridin-4-yl)-2-fluorophenyl)-(6,6-difluoro-1,4-oxazepan-4-yl)methanon FC(CN1C(=NC=2C(=NC=CC21)C2=CC(=C(C=C2)C(=O)N2CCOCC(C2)(F)F)F)C(F)(F)F)F